N1-(1-(3-(3,5-Dimethylisoxazol-4-yl)-5-hydroxybenzyl)piperidinyl)-N5-(4-(((2S,4R)-2-methyl-1-propionyl-1,2,3,4-tetrahydroquinolin-4-yl)amino)phenyl)glutaramide CC1=NOC(=C1C=1C=C(CN2C(CCCC2)NC(CCCC(=O)NC2=CC=C(C=C2)N[C@@H]2C[C@@H](N(C3=CC=CC=C23)C(CC)=O)C)=O)C=C(C1)O)C